C(C)C=1C=CC2=C(C(=C(O2)CC(F)(F)F)C2=CC=CC=C2)C1 5-ethyl-3-phenyl-2-(2,2,2-trifluoroethyl)benzofuran